P(OC(C1=CC2=C(SC(=C2)C(=O)OC2=C(C(=C(C(=C2F)F)F)F)F)C=C1)F)(OC(C1=CC2=C(SC(=C2)C(=O)OC2=C(C(=C(C(=C2F)F)F)F)F)C=C1)F)=O.[Ag+] silver (I) bis(fluoro (2-((perfluorophenoxy) carbonyl) benzo[b]thiophen-5-yl) methyl) phosphonate